[N+](=O)([O-])C1=CC=C2C(C(=O)OC(N2C)=O)=C1 5-nitro-N-methylisatoic anhydride